tert-butyl (2R,4R)-2-[(4-tert-butylphenyl)-[2-(cyclopentylamino)-2-oxo-1-(3-pyridyl)ethyl]carbamoyl]-4-hydroxy-pyrrolidine-1-carboxylate C(C)(C)(C)C1=CC=C(C=C1)N(C(=O)[C@@H]1N(C[C@@H](C1)O)C(=O)OC(C)(C)C)C(C(=O)NC1CCCC1)C=1C=NC=CC1